C(C1=CC=CC=C1)OC(N[C@H](C(=O)NC=1C(N(C=CC1)CC1=NC2=C(N1)C=CC=C2CC(C)C)=O)CC\C=C\C(=O)N(C)C)=O Benzyl-(S,E)-(7-(dimethylamino)-1-((1-((4-isobutyl-1H-benzo[d]imidazol-2-yl)methyl)-2-oxo-1,2-dihydropyridin-3-yl)amino)-1,7-dioxohept-5-en-2-yl)carbamat